tert-butyl (trans-4-((5-(2-methoxypyrimidin-5-yl)pyridin-2-yl) (((1S)-1-phenylethyl)carbamoyl)amino)cyclohexyl)carbamate COC1=NC=C(C=N1)C=1C=CC(=NC1)N([C@@H]1CC[C@H](CC1)NC(OC(C)(C)C)=O)C(N[C@@H](C)C1=CC=CC=C1)=O